CS(=O)(=O)[O-].C(CCCCCCCC)[N+]1=CC=C(C=C1)CCC 1-Nonyl-4-propylpyridinium methansulfonat